2-(phenethylimino)-4-(4-bromophenyl)thiazole C(CC1=CC=CC=C1)N=C1SC=C(N1)C1=CC=C(C=C1)Br